CC1=C(C(=O)N2CC=3NC4=CC=CC=C4C3CC2)C=CC=C1 2-(2-methylbenzoyl)-2,3,4,9-tetrahydro-1H-β-carboline